4-(2-oxa-5-azabicyclo[2.2.1]heptan-5-yl)aniline C12OCC(N(C1)C1=CC=C(N)C=C1)C2